2-((3,3-dibutyl-7-fluoro-1,1-dioxido-5-phenyl-2,3,4,5-tetrahydro-1,5-benzothiazepin-8-yl)oxy)acetic acid C(CCC)C1(CS(C2=C(N(C1)C1=CC=CC=C1)C=C(C(=C2)OCC(=O)O)F)(=O)=O)CCCC